tert-Butyl 4-(2-(azidomethyl)-6-chloro-8-fluoro-7-(2-fluoro-6-methoxyphenyl)quinazolin-4-yl)piperazine-1-carboxylate N(=[N+]=[N-])CC1=NC2=C(C(=C(C=C2C(=N1)N1CCN(CC1)C(=O)OC(C)(C)C)Cl)C1=C(C=CC=C1OC)F)F